dimethyl 4-oxo-1,4-dihydropyridine-3,5-dicarboxylate O=C1C(=CNC=C1C(=O)OC)C(=O)OC